3-bromo-1-ethyl-7-(1-(2-morpholinoethyl)-1H-pyrazol-4-yl)-1,6-naphthyridin-2(1H)-one BrC=1C(N(C2=CC(=NC=C2C1)C=1C=NN(C1)CCN1CCOCC1)CC)=O